1-(((1-isopropylazetidin-3-yl)(methyl)carbamoyl)oxy)-3-(palmitoyloxy)propan-2-yl oleate C(CCCCCCC\C=C/CCCCCCCC)(=O)OC(COC(N(C)C1CN(C1)C(C)C)=O)COC(CCCCCCCCCCCCCCC)=O